C(C)(C)(C)N1C=C(C2=CC(=CC=C12)C)C N-tertiary butyl-3,5-dimethyl-indole